ClC12CNCC(CC1)N2C(=O)OC(C)(C)C tert-butyl 1-chloro-3,8-diazabicyclo[3.2.1]octane-8-carboxylate